rel-(S)-1-(4'-cyclopropyl-6-((6-(1-cyclopropyl-4-(trifluoromethyl)-1H-imidazol-2-yl)-5-fluoropyridin-3-yl)methoxy)-6'-methoxy-[2,5'-bipyrimidin]-4-yl)ethanol C1(CC1)C1=NC=NC(=C1C1=NC(=CC(=N1)[C@H](C)O)OCC=1C=NC(=C(C1)F)C=1N(C=C(N1)C(F)(F)F)C1CC1)OC |o1:15|